Methyl 2-(chloromethyl)-1-((5-methylisoxazol-3-yl)methyl)-1H-benzo[d]imidazole-6-carboxylate ClCC1=NC2=C(N1CC1=NOC(=C1)C)C=C(C=C2)C(=O)OC